BrC1=CC=CC(=N1)N1C(CCC1)=O 1-(6-bromo-2-pyridyl)pyrrolidin-2-one